COC=1C(=NC=CC1)NC=1N=CN=NC1C(=O)N 5-((3-methoxypyridin-2-yl)amino)-1,2,4-triazine-6-carboxamide